2'-((1-(2-methoxyphenyl)-1H-1,2,3-triazol-4-yl)methyl)-3',4'-dihydro-2'H-spiro[cyclohexane-1,1'-isoquinolin]-4'-ol COC1=C(C=CC=C1)N1N=NC(=C1)CN1C2(C3=CC=CC=C3C(C1)O)CCCCC2